C(CC)OC(CN(C)C)=O.C(C1=CC=CC=C1)=CC(=O)N benzalacetamide propyl-dimethylaminoacetate